C(=CCCCC)OC(CC)=O HEXENYL-3-CIS-PROPIONATE